C(#N)CN(C=1C=CC=2N(C1)C(=CN2)C=2C=CC(=NC2)NC(OC)=O)C(C2=CC=C(C=C2)F)=O methyl N-[5-[6-[cyanomethyl-(4-fluorobenzoyl)amino]imidazo[1,2-a]pyridin-3-yl]-2-pyridyl]carbamate